(2S,5R)-4-(chlorocarbonyl)-2,5-dimethylpiperazine-1-carboxylic acid tert-butyl ester C(C)(C)(C)OC(=O)N1[C@H](CN([C@@H](C1)C)C(=O)Cl)C